N-acetyl-N-((R)-3-(4-((3,5-dichloro-4-((S)-3-chloro-2-hydroxypropoxy)phenyl)sulfonyl)phenoxy)-2-hydroxypropyl)acetamide C(C)(=O)N(C(C)=O)C[C@H](COC1=CC=C(C=C1)S(=O)(=O)C1=CC(=C(C(=C1)Cl)OC[C@@H](CCl)O)Cl)O